ClC1=NC=CC(=N1)OC=1C=CC(=NC1)NC(=O)C=1C(N(C=CC1)C(C)C)=O N-(5-((2-chloropyrimidin-4-yl)oxy)pyridin-2-yl)-1-isopropyl-2-oxo-1,2-dihydropyridine-3-carboxamide